Sodium [1-13C]-pyruvate [13C](C(=O)C)(=O)[O-].[Na+]